[6-(5-cyclopropyl-4H-1,2,4-triazol-3-yl)-2-azaspiro[3.3]heptan-2-yl]-[6-(4-triflylphenyl)-2-azaspiro[3.3]heptan-2-yl]methanone C1(CC1)C=1NC(=NN1)C1CC2(CN(C2)C(=O)N2CC3(C2)CC(C3)C3=CC=C(C=C3)S(=O)(=O)C(F)(F)F)C1